ethyl 1-((6-(azetidin-1-yl)pyridin-3-yl)methyl)-1H-pyrazole-4-carboxylate N1(CCC1)C1=CC=C(C=N1)CN1N=CC(=C1)C(=O)OCC